(1-methylcyclopropyl)hydrazine HCl Cl.CC1(CC1)NN